FC(N1N=CC(=C1)NC1=NC(=CC=C1[N+](=O)[O-])NCC1=C(C=C(C=C1)OC)OC)F N2-(1-(Difluoromethyl)-1H-pyrazol-4-yl)-N6-(2,4-dimethoxybenzyl)-3-nitropyridine-2,6-diamine